N1=NC(=CC2=C1C1=C(CCC2)C=CC=C1)N1N=C(N=C1N)NC=1C=NC(=CC1)N1CCC(CC1)N1CCN(CC1)C 1-(6,7-dihydro-5H-benzo[6,7]cyclohepta[1,2-c]pyridazin-3-yl)-N3-(6-(4-(4-methylpiperazin-1-yl)piperidin-1-yl)pyridine-3-yl)-1H-1,2,4-triazole-3,5-diamine